C(C(C)C)OCCOC=C (2-isobutoxy-ethoxy)-ethylene